OC=1C=CC=2C3=CC=C(C=C3C(N(C2C1)C)=O)O 3,8-dihydroxy-5-methylphenanthridin-6(5H)-one